3-cyanopropyl-dimethyl-chlorosilane lithium [Li].C(#N)CCC[Si](Cl)(C)C